3-methylpyridin-2-yl-benzoic acid CC=1C(=NC=CC1)C1=C(C(=O)O)C=CC=C1